[Si](OC(C(C)C)(C)C)([O-])([O-])[O-] tetramethylethyl silicate